3-fluorodihydrofuran FC1COC=C1